CN1N=CC(=C1)N(S(=O)(=O)NC(=O)N)C1CCN(CC1)C 1-[(1-methyl-1H-pyrazol-4-yl)(1-methyl-piperidin-4-yl)sulfamoyl]urea